(1aRS,7bSR)-5-{2-[N-(4-dimethylaminobutyl)-N-methylamino]-benzenesulfonyl-amino}-1,1a,2,7b-tetrahydrocyclopropa-[c]chromene-4-carboxylic acid CN(CCCCN(C)C1=C(C=CC=C1)S(=O)(=O)NC1=CC=C2[C@@H]3[C@H](COC2=C1C(=O)O)C3)C |r|